FC1=CC=C2C(=NC(=NC2=C1)C)NC(C)C1=C(C(=CC=C1)C(F)(F)F)C 7-Fluoro-2-methyl-4-((1-(2-methyl-3-(trifluoromethyl)phenyl)ethyl)amino)quinazoline